BrC1=CC=C2C3(CC=4C(=NOC4C2=C1)NS(=O)(=O)C1=C(C=C(C(=O)NC)C=C1)OC)C(C3)C rac-cis-4-(N-(8'-bromo-2-methyl-4'H-spiro[cyclopropane-1,5'-naphtho[2,1-d]isoxazol]-3'-yl)sulfamoyl)-3-methoxy-N-methylbenzamide